N1=CC(=CC=C1)CNC(NC1=CC=C(C=C1)S(N[C@@H]1[C@H]([C@H]2C([C@@H](C1)C2)(C)C)C)(=O)=O)=O 3-(pyridin-3-ylmethyl)-1-(4-{[(1S,2S,3S,5R)-2,6,6-trimethylbicyclo[3.1.1]heptan-3-yl]sulfamoyl}phenyl)urea